Cyclohexylsulfonyl-(4-trifluoromethoxyphenylsulfonyl)diazomethane C1(CCCCC1)S(=O)(=O)C(=[N+]=[N-])S(=O)(=O)C1=CC=C(C=C1)OC(F)(F)F